2-fluoro-6-(2-((1E,2E)-2-(methoxyimino)ethylidene)hydrazinyl)benzoic acid FC1=C(C(=O)O)C(=CC=C1)N/N=C/C=N/OC